(E)-1-(3-methoxy-3-(4-(trifluoromethyl)styryl)pyrrolidin-1-yl)prop-2-en-1-one COC1(CN(CC1)C(C=C)=O)\C=C\C1=CC=C(C=C1)C(F)(F)F